[Ga].[Fe] iron-gallium